N,N-Dimethyl-5-(trifluoromethyl)-2-((3-(1,3,3-trimethyl-2-oxo-2,3-dihydro-1H-pyrrolo[2,3-c]pyridin-5-yl)-1,2,4-thiadiazol-5-yl)amino)nicotinamide CN(C(C1=C(N=CC(=C1)C(F)(F)F)NC1=NC(=NS1)C=1C=C2C(=CN1)N(C(C2(C)C)=O)C)=O)C